7-((4-(6-methylcarbamoyl-2-methylpyridin-3-yl)piperazin-1-yl)methyl)-1,2,3,5-tetrahydro-4H-pyrrolo[3,4-c]quinolin-4-one CNC(=O)C1=CC=C(C(=N1)C)N1CCN(CC1)CC=1C=CC=2C3=C(C(NC2C1)=O)CNC3